C1(=CC=CC=C1)C1=CC=CC=2C3=CC=CC=C3C3(C12)C1=CC=CC=C1C(C=1C=CC=CC13)=O phenyl-10H-spiro[anthracene-9,9'-fluorene]-10-one